rac-2-Thioxo-1-((3-((2R,4S)-4-(trifluoromethyl)piperidin-2-yl)pyridin-2-yl)methyl)-1,2,3,5-tetrahydro-4H-pyrrolo[3,2-d]pyrimidin-4-one S=C1NC(C2=C(N1CC1=NC=CC=C1[C@@H]1NCC[C@@H](C1)C(F)(F)F)C=CN2)=O |r|